ethyl 1-(3-(azetidin-1-yl)-6,7-dihydro-5H-cyclopenta[c]pyridin-7-yl)-1H-pyrazole-4-carboxylate N1(CCC1)C1=CC2=C(C=N1)C(CC2)N2N=CC(=C2)C(=O)OCC